4-chloro-1H-pyrrolo[2,3-b]-pyrrole ClC=1C2=C(NC1)NC=C2